5-aminoisophthalaldehyde thiosemicarbazone NC=1C=C(C=C(C=NNC(=S)N)C1)C=O